N-(3-(Dimethylamino)propyl)-4-oxo-3-((4-(trifluoromethyl)phenyl)amino)-3,4-dihydroquinazoline-2-carboxamide CN(CCCNC(=O)C1=NC2=CC=CC=C2C(N1NC1=CC=C(C=C1)C(F)(F)F)=O)C